OCC(C([Si](C)(C)OCCCC)(CO)Cl)(C)C di(hydroxymethyl)butoxy-dimethylsilylisobutyl chloride